CC1CN(CC(O1)C)[Li] 2,6-dimethylmorpholinyl-lithium